C(C)(C)(C)OC(N(C)[C@@H](CN)CC1CC1)=O (R)-(1-amino-3-cyclopropylprop-2-yl)(methyl)carbamic acid tert-butyl ester